3-Chlorobenzyl ((2S)-1-(((2S)-4-chloro-3-oxo-1-(2-oxo-1-azaspiro[4.5]decan-3-yl)butan-2-yl)amino)-3-cyclohexyl-1-oxopropan-2-yl)carbamate ClCC([C@H](CC1C(NC2(C1)CCCCC2)=O)NC([C@H](CC2CCCCC2)NC(OCC2=CC(=CC=C2)Cl)=O)=O)=O